C(CCC)OS(=O)(=O)C(C(=O)OCCCC)C Butyl 2-(butoxysulfonyl)-propionate